n-Decylsuccinic anhydride CCCCCCCCCCC1CC(=O)OC1=O